sodium 1,3,5-trimethylbarbiturate CN1C(=O)N(C(=O)C(C1=O)C)C.[Na]